N-[(2S)-2-hydroxycyclohexyl]pyridine-2-carboxamide O[C@@H]1C(CCCC1)NC(=O)C1=NC=CC=C1